2-Cyclopropyl-6-[1-(2-fluoro-6-methyl-phenyl)-piperidin-4-yl]-4-(3-trifluoromethyl-pyridin-2-ylmethyl)-2,4,6,7-tetrahydro-pyrazolo[4,3-d]pyrimidin-5-on C1(CC1)N1N=C2C(N(C(N(C2)C2CCN(CC2)C2=C(C=CC=C2C)F)=O)CC2=NC=CC=C2C(F)(F)F)=C1